5-oxo-2-phenyl-3-(p-tolylthio)pyrrolidine-3-carboxylic acid O=C1CC(C(N1)C1=CC=CC=C1)(C(=O)O)SC1=CC=C(C=C1)C